(1-(6-Aminopyrazin-2-yl)-4-(3-phenylpropyl)piperidin-4-yl)methanol NC1=CN=CC(=N1)N1CCC(CC1)(CCCC1=CC=CC=C1)CO